7-(3-chloro-2-fluoro-6-(1H-tetrazol-1-yl)phenyl)-3-(5-(2-((S*)-2,2,2-trifluoro-1-hydroxyethyl)pyridin-4-yl)-1H-imidazol-2-yl)-2,3,8,8a-tetrahydroindolizin-5(1H)-one ClC=1C(=C(C(=CC1)N1N=NN=C1)C1=CC(N2C(CCC2C1)C=1NC(=CN1)C1=CC(=NC=C1)[C@@H](C(F)(F)F)O)=O)F |o1:32|